3-Bromo-2-(5-fluoropyridin-2-yl)-6,6-dimethyl-6,7-dihydro-4H-pyrazolo[5,1-c][1,4]oxazine-4,4-d2 BrC=1C(=NN2C1C(OC(C2)(C)C)([2H])[2H])C2=NC=C(C=C2)F